9-(4-(4-methoxyphenyl)piperazin-1-yl)pyrido[2,3-b]phenazine-5,12-dione COC1=CC=C(C=C1)N1CCN(CC1)C1=CC=C2N=C3C(C4=C(C(C3=NC2=C1)=O)N=CC=C4)=O